C(C)(=O)N[C@H]1C[C@H](N(C1)C(=O)OC(C)(C)C)C(=O)O (2S,4S)-4-acetamido-1-(tert-butoxycarbonyl)pyrrolidine-2-carboxylic acid